6-(3-((benzyloxy)methyl)-4-ethyl-5-oxo-4,5-dihydro-1H-1,2,4-triazol-1-yl)-2-(4-chloro-2-methylpyridin-3-yl)-7-fluoro-4-(prop-1-en-2-yl)-3,4-dihydroisoquinolin-1(2H)-one C(C1=CC=CC=C1)OCC1=NN(C(N1CC)=O)C=1C=C2C(CN(C(C2=CC1F)=O)C=1C(=NC=CC1Cl)C)C(=C)C